CN(CCOC=1C(=CC(=NC1)C(=O)[O-])C(F)(F)F)C.[Li+] lithium 5-(2-(dimethylamino)ethoxy)-4-(trifluoromethyl)picolinate